FC1(CCOCC1)CNC1=C(C=C(C=C1)S(=O)(=O)NC(C1=CC=CC=C1)=O)[N+](=O)[O-] N-((4-(((4-fluorotetrahydro-2H-pyran-4-yl)methyl)amino)-3-nitrophenyl)sulphonyl)benzamide